(±)-(1s,2s,4r)-2-(trifluoromethyl)-7-azabicyclo[2.2.1]heptane-7-carboxylic acid tert-butyl ester C(C)(C)(C)OC(=O)N1[C@@H]2[C@H](C[C@H]1CC2)C(F)(F)F |r|